N(=[N+]=[N-])CCCOS(=O)(=O)C1=CC=C(C=C1)C 1-(3-azidopropoxylsulfonyl)-4-methylbenzene